CN1CCN(CC1)CC1=C(C=C(C=C1)NC(=O)NC=1C=CC2=C(N=C(O2)C=2C=NC=CC2)C1)C(F)(F)F 1-(4-((4-methylpiperazin-1-yl)methyl)-3-(trifluoromethyl)phenyl)-3-(2-(pyridin-3-yl)benzo[d]oxazol-5-yl)urea